(R)-N-[(E)-(2-bromophenyl)methylene]-2-methyl-2-propanesulfenamide BrC1=C(C=CC=C1)\C=N\SC(C)(C)C